4-{4-[(5S)-5-(2,6-Difluorophenyl)-4,5-dihydro-1,2-oxazol-3-yl]-1,3-thiazol-2-ylpiperidin-1-yl}-2-[5-methyl-3-(trifluoromethyl)-1H-pyrazol-1-yl]ethanone FC1=C(C(=CC=C1)F)[C@@H]1CC(=NO1)C=1N=C(SC1)C1N(CCCC1)C=1C(=NN(C1C)CC=O)C(F)(F)F